5-azaspiro[3.4]Octane-2-carboxylic acid C1C(CC12NCCC2)C(=O)O